di-tert-butyl-[2',4',6'-tris(prop-2-yl)-[1,1'-biphenyl]] C(C)(C)(C)C=1C(=C(C=CC1)C1=C(C=C(C=C1C(C)C)C(C)C)C(C)C)C(C)(C)C